OCCN1C(C2=CC=C(C=C2CC1(C(F)(F)F)NC1=CC=CC=C1)C(F)(F)F)=O 2-(2-Hydroxyethyl)-3-(phenylamino)-3,6-bis(trifluoromethyl)-3,4-dihydroisoquinolin-1(2H)-one